1,3,5-tris(trismesitoylgermyl)tricarbonylbenzene C1(=C(C(=CC(=C1)C)C)C(=O)[Ge](C1C(C(C(C(C1=C=O)[Ge](C(=O)C1=C(C=C(C=C1C)C)C)(C(=O)C1=C(C=C(C=C1C)C)C)C(=O)C1=C(C=C(C=C1C)C)C)=C=O)[Ge](C(=O)C1=C(C=C(C=C1C)C)C)(C(=O)C1=C(C=C(C=C1C)C)C)C(=O)C1=C(C=C(C=C1C)C)C)=C=O)(C(=O)C1=C(C=C(C=C1C)C)C)C(=O)C1=C(C=C(C=C1C)C)C)C